N-[4-chloro-3-(trifluoromethyl)phenyl]-5-hydroxy-5-(2-methylphenyl)-octahydrocyclopenta[c]pyrrole-2-carboxamide ClC1=C(C=C(C=C1)NC(=O)N1CC2C(C1)CC(C2)(C2=C(C=CC=C2)C)O)C(F)(F)F